C(=C)C1=NC=C2N1CCN(C2)C(=O)OC(C)(C)C tert-Butyl 3-vinyl-5,6-dihydroimidazo[1,5-a]pyrazine-7(8H)-carboxylate